[Si](C)(C)(C(C)(C)C)OCC1=NN2C(C(=CC=C2C(NC=2N=C3N(C=C(N=C3C)C)C2)=O)N2CCC(CC2)N(C(OC(C)(C)C)=O)C2CC2)=C1 tert-butyl N-[1-[2-[[tert-butyl(dimethyl)silyl]oxymethyl]-7-[(6,8-dimethylimidazo[1,2-a]pyrazin-2-yl)-carbamoyl]-pyrazolo[1,5-a]pyridin-4-yl]-4-piperidyl]-N-cyclopropyl-carbamate